ethyl-bis(2-methylphenyl)phosphine C(C)P(C1=C(C=CC=C1)C)C1=C(C=CC=C1)C